FC(C(=O)O)(F)F.CC=1N=C2N(C=C(C=C2)NC(=O)N2CCC=3C2=NC=CC3N3CCNC2(CC2)C3)C1 N-(2-methylimidazo[1,2-a]pyridin-6-yl)-4-(4,7-diazaspiro[2.5]octan-7-yl)-2,3-dihydro-1H-pyrrolo[2,3-b]pyridine-1-carboxamide 2,2,2-trifluoroacetate